Natrium (S)-3-(3-(1,6-Dimethyl-4-oxido-2-oxo-1,2-dihydropyridin-3-yl)ureido)-3-(5-methoxy-2',6'-dimethylbiphenyl-3-yl)propanoat CN1C(C(=C(C=C1C)[O-])NC(N[C@@H](CC(=O)[O-])C=1C=C(C=C(C1)OC)C1=C(C=CC=C1C)C)=O)=O.[Na+].[Na+]